(S)-7,7a,8,9,10,11-Hexahydro-6H-dipyrido[2,1-d:2',3'-f][1,2,5]thiadiazepine-3-carbonitrile 5,5-dioxide N1=CC(=CC2=C1N1[C@H](CNS2(=O)=O)CCCC1)C#N